2-(2-(azidomethyl)phenyl)acetic acid N(=[N+]=[N-])CC1=C(C=CC=C1)CC(=O)O